triphenyln-butyl borate B(OCCCC(C1=CC=CC=C1)(C1=CC=CC=C1)C1=CC=CC=C1)([O-])[O-]